P(OCCCCCCCCCCCC)(OCCCCCCCCCCCC)OCCCCCCCCCCCC tri(dodecyl) phosphite